COC1=NC=C(C(=N1)OC)C=1C=CC=2N(N1)C=CN2 6-(2,4-dimethoxypyrimidin-5-yl)imidazo[1,2-b]pyridazin